3,7-Dimethyl-2-(trifluoromethyl)-6,7-dihydro-5H-cyclopenta[b]pyridin-4-amine CC=1C(=C2C(=NC1C(F)(F)F)C(CC2)C)N